selenium-arsenic [As].[Se]